FC1=C(N=C(C2=C1N=C(N=C2)S(=O)C)C2=NNC=C2N)C2=CC(=CC1=CC=C(C(=C21)C#C[Si](C(C)C)(C(C)C)C(C)C)F)OCOC 8-fluoro-7-[7-fluoro-3-(methoxymethoxy)-8-[2-(triisopropylsilyl)ethynyl]naphthalen-1-yl]-2-methanesulfinylpyrido[4,3-d]pyrimidin-5-ylpyrazol-4-amine